FC(C1=C(C=CC(=C1)N)N)(F)F 2-trifluoromethyl-1,4-diaminobenzene